4-(9-ethyl-2-(3-(1-methyl-1H-pyrazol-3-yl)phenyl)-6-(piperidin-1-yl)-9H-purin-8-yl)-1-methylpiperazin-2-one C(C)N1C2=NC(=NC(=C2N=C1N1CC(N(CC1)C)=O)N1CCCCC1)C1=CC(=CC=C1)C1=NN(C=C1)C